N-((4-(3-cyclopropyl-1H-pyrazol-1-yl)-6-(4-fluorophenyl)pyridin-3-yl)methyl)acrylamide C1(CC1)C1=NN(C=C1)C1=C(C=NC(=C1)C1=CC=C(C=C1)F)CNC(C=C)=O